tert-butyl 3-(7-fluoro-1-methoxyisoquinolin-3-yl)pyrrolidine-1-carboxylate FC1=CC=C2C=C(N=C(C2=C1)OC)C1CN(CC1)C(=O)OC(C)(C)C